2-((4-((1-acetylpiperidin-4-yl)oxy)phenyl)amino)quinazolin C(C)(=O)N1CCC(CC1)OC1=CC=C(C=C1)NC1=NC2=CC=CC=C2C=N1